ClC1=CC(=C(C(=O)N2C[C@H](N(CC2)C=2C(=NC(=CC2)C2=C(C=CC=C2)OCC)C(=O)NCCNC)CC)C=C1)C(F)(F)F 3-[(2R)-4-[4-chloro-2-(trifluoromethyl)benzoyl]-2-ethylpiperazin-1-yl]-6-(2-ethoxyphenyl)-N-[2-(methylamino)ethyl]pyridine-2-carboxamide